OC(C1C(CCC1)=O)C1=CC=C(C=C1)[N+](=O)[O-] 2-(hydroxy(4-nitrophenyl)methyl)cyclopentan-1-one